N-(2-cyanoethyl)-5-[3-(prop-2-enamido)phenyl]-1H-indazole-3-carboxamide C(#N)CCNC(=O)C1=NNC2=CC=C(C=C12)C1=CC(=CC=C1)NC(C=C)=O